COC1=C(C=CC=C1C1=NN(C=N1)C)NC1=C2C(=NC(=C1)NC1=NC=C(C#N)C=C1)NN(C2=O)C 6-((4-((2-methoxy-3-(1-methyl-1H-1,2,4-triazol-3-yl)phenyl)amino)-2-methyl-3-oxo-2,3-dihydro-1H-pyrazolo[3,4-b]pyridin-6-yl)amino)nicotinonitrile